C1CSC(=O)C(=O)N1 Dioxothiomorpholine